C1(=C(C=CC=C1)C1=CC(=NC2=CC=C(C=C12)C(=O)N1CCOCC1)C=O)C1=CC=CC=C1 4-([1,1'-biphenyl]-2-yl)-6-(morpholine-4-carbonyl)quinoline-2-carbaldehyde